C(=O)([O-])CN([C@@H](CCC(=O)[O-])C(=O)[O-])CC(=O)[O-].[Na+].[Na+].[Na+].[Na+].C[N+](CCCCCCCCCCCCCCCCCC)(CCCCCCCCCCCCCCCCCC)C Dimethyl-distearyl-Ammonium Tetranatrium N,N-bis(carboxylatomethyl)-L-glutamat